2-cyano-1-(4-(3-((4-phenoxyphenyl)amino)-1-((2-(trimethylsilyl)ethoxy)methyl)-1,4,5,6,8-pentazaacenaphthylen-5(1H)-yl)piperidin-1-yl)ethan-1-one C(#N)CC(=O)N1CCC(CC1)N1N=C(C2=CN(C=3N=CN=C1C32)COCC[Si](C)(C)C)NC3=CC=C(C=C3)OC3=CC=CC=C3